(R)-1-(2,6-dichloro-5-(2-((S)-pyrrolidin-2-yl)ethoxy)pyrimidin-4-yl)-N-methylpyrrolidin-3-amine ditrifluoroacetic acid salt FC(C(=O)O)(F)F.FC(C(=O)O)(F)F.ClC1=NC(=C(C(=N1)N1C[C@@H](CC1)NC)OCC[C@H]1NCCC1)Cl